4-cyclopropyl-6-[3-[3-methyl-1-(4-methyl-1,2,4-triazol-3-yl)cyclobutyl]phenyl]-1-(2-trimethylsilylethoxymethyl)pyrazolo[3,4-c]pyridin-7-one C1(CC1)C=1C2=C(C(N(C1)C1=CC(=CC=C1)C1(CC(C1)C)C1=NN=CN1C)=O)N(N=C2)COCC[Si](C)(C)C